NC1=C2CN(CC2=CC=C1)C(=O)C1=C(C(=C(C=C1O)O)C)OCC1CCCC1 (4-aminoisoindolin-2-yl)(2-(cyclopentylmethoxy)-4,6-dihydroxy-3-methylphenyl)methanone